OC[C@H](C1=CC=CC=C1)NC1=NC(=NC=C1C1=NOC(=N1)C)NC1=CC2=C(C(C(O2)(C)C)=O)C=C1 (S)-6-((4-((2-hydroxy-1-phenylethyl)amino)-5-(5-methyl-1,2,4-oxadiazol-3-yl)pyrimidin-2-yl)amino)-2,2-dimethylbenzofuran-3(2H)-one